NC1=C(C=C(C=C1)Cl)C=1N=CN(C(C1)=O)[C@H]1CCC[C@H](C(NC=2C=NN(C2C=2C=CN=C1C2)C)=O)C (9R,13S)-13-[4-(2-amino-5-chlorophenyl)-6-oxo-1,6-dihydropyrimidin-1-yl]-3,9-dimethyl-3,4,7,15-tetraazatricyclo[12.3.1.02,6]Octadecan-1(18),2(6),4,14,16-pentaen-8-one